ClC1=C(C(=CC=C1Cl)OC)[C@H]1CC[C@H](N1)C(=O)OCC ethyl (2S,5R)-5-(2,3-dichloro-6-methoxyphenyl)pyrrolidine-2-carboxylate